4,6-dichloro-2-methylsulfanyl-pyrimidine-5-carboxylic acid ethyl ester C(C)OC(=O)C=1C(=NC(=NC1Cl)SC)Cl